COC1=C(C(=C2C(=N1)N=CS2)OC)C2=CN(C1=NC(=CC=C12)N)COCC[Si](C)(C)C 3-(5,7-dimethoxythiazolo[4,5-b]pyridin-6-yl)-1-((2-(trimethylsilyl)ethoxy)methyl)-1H-pyrrolo[2,3-b]pyridin-6-amine